(4S)-5-[4-(2-Aminoacetamido)phenyl]-4-{[(tert-butoxy)carbonyl]amino}-2,2-dimethylpentanoic acid NCC(=O)NC1=CC=C(C=C1)C[C@@H](CC(C(=O)O)(C)C)NC(=O)OC(C)(C)C